[O-2].[Ag+].[Ag+].[Zn+2].[O-2] zinc-silver-silver oxide